C(C)OC(C(CC1=CC=2CCC2C=C1F)F)=O 2-fluoro-3-(4-fluorobicyclo[4.2.0]octan-1(6),2,4-trien-3-yl)propionic acid ethyl ester